(S)-2,3-dimethyl-5-(1-methylpyrrolidin-2-yl)pyridine nitrogen [N].CC1=NC=C(C=C1C)[C@H]1N(CCC1)C